C(C)(C)(C)OC(=O)N1C[C@@H](CCC1)C(NC1=NNC2=CC=C(C=C12)C1=C(C=CC(=C1)C#N)Cl)=O (3R)-3-{[5-(2-chloro-5-cyanophenyl)-1H-indazol-3-yl]carbamoyl}piperidine-1-carboxylic acid tert-butyl ester